C1(CC1)C=1NC(=NN1)C1CC2(CN(C2)C(=O)N2CC3(C2)CC(C3)CC=3C=NC(=NC3)C(F)(F)F)C1 [6-(5-cyclopropyl-4H-1,2,4-triazol-3-yl)-2-azaspiro[3.3]heptan-2-yl]-[6-[[2-(trifluoromethyl)pyrimidin-5-yl]methyl]-2-azaspiro[3.3]heptan-2-yl]methanone